FC=1C=CC2=C(C(=C(O2)[C@H](C(C)C)NC(=O)NC=2C=NC(=NC2)N2CCNCC2)C)C1 (S)-1-(1-(5-fluoro-3-methylbenzofuran-2-yl)-2-methylpropyl)-3-(2-(piperazin-1-yl)pyrimidin-5-yl)urea